8-((((6-(4-(trifluoromethyl)phenyl)pyridin-2-yl)methyl)thio)methyl)-2,6-diazaspiro[3.4]octane-2,6-dicarboxylate FC(C1=CC=C(C=C1)C1=CC=CC(=N1)CSCC1CN(CC12CN(C2)C(=O)[O-])C(=O)[O-])(F)F